NC1(CN(CC1)C(=O)OC(C)(C)C)CNC1=C(SC2=C1C=1N=CC(=NC1C=C2)OC)C(=O)OC methyl 9-(((3-amino-1-(tert-butoxycarbonyl)pyrrolidin-3-yl)methyl)amino)-3-methoxythieno[3,2-f]quinoxaline-8-carboxylate